N-((S)-(4,4-difluorocyclohexyl)(5-((S)-2-methoxy-1-((S)-2-oxo-4-(trifluoro-methyl)imidazolidin-1-yl)ethyl)benzo[d]oxazol-2-yl)methyl)-1-isopropyl-1H-1,2,4-triazole-5-carboxamide FC1(CCC(CC1)[C@H](NC(=O)C1=NC=NN1C(C)C)C=1OC2=C(N1)C=C(C=C2)[C@@H](COC)N2C(N[C@@H](C2)C(F)(F)F)=O)F